1,4-bis-(2-isocyanatopropan-2-yl)-benzene N(=C=O)C(C)(C)C1=CC=C(C=C1)C(C)(C)N=C=O